5-methyl-2-(2,3,5-trifluorophenyl)pyrazol-3-amine CC=1C=C(N(N1)C1=C(C(=CC(=C1)F)F)F)N